5-methylheptyl acetate C(C)(=O)OCCCCC(CC)C